BrC=1C(=C(C(=O)N[C@@H]2CN(CC[C@H]2O)C(=O)OCC2=CC=CC=C2)C=CC1)C benzyl (3R,4R)-3-(3-bromo-2-methylbenzamido)-4-hydroxypiperidine-1-carboxylate